COC(=O)NC1=NC2=CC=CC=C2N1 methyl-2-Benzimidazole carbamate